C(\C(\C)=C\C)=O tiglaldehyde